4,6,6-trimethyl-oxepan-2-one CC1CC(OCC(C1)(C)C)=O